methane arsenic [As].C